N-(4-(4-amino-7-methyl-5-(4-(pyrrolidine-1-carbonyl)phenyl)-7H-pyrrolo[2,3-d]pyrimidin-6-yl)phenyl)-2-cyanoacetamide NC=1C2=C(N=CN1)N(C(=C2C2=CC=C(C=C2)C(=O)N2CCCC2)C2=CC=C(C=C2)NC(CC#N)=O)C